C(CCCCCCCCC(=O)OCCCCCCCC)(=O)OCC(CO)COC(CCCCCCC\C=C/C\C=C/CCCCC)=O 1-(3-hydroxy-2-(((9Z,12Z)-octadeca-9,12-dienoyloxy)methyl)propyl) 10-octyl decanedioate